rel-4-bromo-6-chloro-5-((1r,2s)-2-methylcyclopropyl)-1-(tetrahydro-2H-pyran-2-yl)-1H-indazole BrC1=C2C=NN(C2=CC(=C1[C@H]1[C@H](C1)C)Cl)[C@@H]1OCCCC1 |o1:15|